2-(4-(3-(1-(5-chloropyrimidin-2-yl)piperidin-4-yl)propoxy)-2-fluorophenyl)-1-(6-((2S,3S,4R)-2,3,4,5-tetrahydroxypentyl)-2,6-diazaspiro[3.3]heptan-2-yl)ethan-1-one ClC=1C=NC(=NC1)N1CCC(CC1)CCCOC1=CC(=C(C=C1)CC(=O)N1CC2(C1)CN(C2)C[C@@H]([C@@H]([C@@H](CO)O)O)O)F